C(C=C)(=O)OC(CC)O hydroxy-ethyl-methyl Acrylate